COC1=C(CN(S(=O)(=O)C2=NC=CC(=C2)NC(=O)C=2C(=NC3=C(C=CC=C3C2)Cl)N2CC(C(CC2)(F)F)C)CC2=C(C=C(C=C2)OC)OC)C=CC(=C1)OC N-(2-(N,N-bis(2,4-dimethoxybenzyl)sulfamoyl)pyridin-4-yl)-8-chloro-2-(4,4-difluoro-3-methylpiperidin-1-yl)quinoline-3-carboxamide